4-[4-(difluoromethoxy)phenoxy]piperidine hydrogen chloride salt Cl.FC(OC1=CC=C(OC2CCNCC2)C=C1)F